C(CCCCCCCCCCCCCCCCC)NC([S-])=S.[Na+] sodium octadecyldithiocarbamate